1-[(5S)-5-phenyl-6,7-dihydro-5H-pyrrolo[1,2-b][1,2,4]triazol-2-yl]propan-1-one C1(=CC=CC=C1)[C@@H]1CCC=2N1N=C(N2)C(CC)=O